[F-].C(CCCCC)[NH+]1C=C(C=C1)CCCC 1-hexyl-3-butylpyrrolium fluoride